[C-]1(C=CC=C1)C=O.[C-]1(C=CC=C1)C=O.[Fe+2] 1,1'-ferrocenediformaldehyde